C(C)C1=CC=C(OC2=CC=C(N)C=C2)C=C1 4-(4-ethylphenoxy)aniline